Benzyl (1R)-1-[4-(3-cyclopropylisoxazol-4-yl)-1,3-oxazol-2-yl]-6-azaspiro[2.5]octane-6-carboxylate C1(CC1)C1=NOC=C1C=1N=C(OC1)[C@@H]1CC12CCN(CC2)C(=O)OCC2=CC=CC=C2